5-fluoro-2-((4-(7-(((1S,3S,4R)-5-methylene-2-azabicyclo(2.2.2)oct-3-yl)carbonyl)-2,7-diazaspiro(3.5)non-2-yl)-5-pyrimidinyl)oxy)-N,N-bis(1-methylethyl)-benzamide FC=1C=CC(=C(C(=O)N(C(C)C)C(C)C)C1)OC=1C(=NC=NC1)N1CC2(C1)CCN(CC2)C(=O)[C@H]2N[C@@H]1CC([C@H]2CC1)=C